N1C(=NCC1)C=1C=C(N)C=C(C1)F 3-(4,5-dihydro-1H-imidazol-2-yl)-5-fluoroaniline